BrC=1C=C(CNC(OC(C)(C)C)=O)C=C(C1)OC tert-butyl (3-bromo-5-methoxybenzyl)carbamate